CSC(=C1C(CN(CC1=O)C(=O)OC(C)(C)C)=O)SC tert-butyl 4-(bis(methylthio) methylene)-3,5-dioxopiperidine-1-carboxylate